[C@@H]12CCC[C@H]2C1 (1R,3S,5S)-bicyclo[3.1.0]hexane